C(C)OC=1C=C(C=CC1C=1NC(C2=C(N1)NN=N2)=O)C2=CC(=CC=C2)/C=C(/C(=O)OC)\C methyl (E)-3-(3'-ethoxy-4'-(7-oxo-6,7-dihydro-3H-[1,2,3]triazolo[4,5-d]pyrimidin-5-yl)-[1,1'-biphenyl]-3-yl)-2-methylacrylate